FC(CNC(OC(C(F)(F)F)C(F)(F)F)=O)(C(C(CNC(OC(C(F)(F)F)C(F)(F)F)=O)(F)F)(F)F)F bis(1,1,1,3,3,3-hexafluoropropane-2-yl) (2,2,3,3,4,4-hexafluoropentane-1,5-diyl)dicarbamate